O=C1N(CCNC1)C=1C=NN(C1)C1CCN(CC1)C(=O)OC(C)(C)C tert-butyl 4-[4-(2-oxopiperazin-1-yl)pyrazol-1-yl]piperidine-1-carboxylate